2-(4-(azetidin-3-yl)-2-methoxybenzyl)-5-azido-N-butyl-2H-pyrazolo[4,3-d]pyrimidin-7-amine N1CC(C1)C1=CC(=C(CN2N=C3C(N=C(N=C3NCCCC)N=[N+]=[N-])=C2)C=C1)OC